BrC=1C=NN(C1NC(O[C@H](C)C1=CC=CC=C1)=O)C (R)-1-phenylethyl (4-bromo-1-methyl-1H-pyrazol-5-yl)carbamate